ClC=1C=CC=2C=3C4=C(C=CC3NC2C1)C=CC=C4 9-chloro-7H-benzo[c]carbazole